C(C)(C)(C)C1=C(C=CC(C1)(O)C(C)(C)C)S 2,4-di-tert-butyl-p-hydroxythiophenol